FC=1C(=C(C=CC1F)C1CCN(CC1)C(=O)C=1C2=C(NN1)CN(C2)C#N)C(F)(F)F 3-(4-(3,4-difluoro-2-(trifluoromethyl)phenyl)piperidin-1-carbonyl)-4,6-dihydropyrrolo[3,4-c]pyrazole-5(1H)-carbonitrile